dimethylvinylsilyldimethylamine CC(=C[SiH2]N(C)C)C